C[C@H]1N(CCOC1)C(=O)O[C@H]1C[C@H](CC1)C1=CC(=NN1)NC(CC1=CC(=CC(=C1)F)F)=O (1R,3S)-3-(3-{[(3,5-difluorophenyl) acetyl]amino}-1H-pyrazol-5-yl)cyclopentyl (3R)-3-methylmorpholine-4-carboxylate